N[C@H](CO)CCCCN (S)-2,6-diamino-1-hexanol